C1(CCC1)C=1C=NN2C1CN(CC2)C(=O)C=2NC1=CC(=CC(=C1C2)C)F 2-{3-cyclobutyl-4H,5H,6H,7H-pyrazolo[1,5-a]pyrazine-5-carbonyl}-6-fluoro-4-methyl-1H-indole